FC(C(=O)O)(F)F.N1N=NC=C1C1CCNCC1 4-(1H-1,2,3-triazol-5-yl)piperidine trifluoroacetate